CC=1C=CC=2N(C1)C(=C(N2)C2=CC=C(C=C2)C)CN 6-methyl-2-(4-methylphenyl)-imidazo[1,2-a]pyridine-3-methylamine